1-(3-(2-methoxy-6-methyl-4-(trifluoromethyl)phenyl)cinnolin-7-yl)-N,N-dimethylmethanamine COC1=C(C(=CC(=C1)C(F)(F)F)C)C=1N=NC2=CC(=CC=C2C1)CN(C)C